(methylsulfonyl)-4-(4-((trimethylsilyl)ethynyl)phenyl)piperidine CS(=O)(=O)N1CCC(CC1)C1=CC=C(C=C1)C#C[Si](C)(C)C